(4-ethenylphenyl)(2-dioxolanyl)methanone C(=C)C1=CC=C(C=C1)C(=O)C1OCCO1